(2S)-4-(tert-butoxycarbonyl)-1,4-oxaazepan-2-carboxylic acid C(C)(C)(C)OC(=O)N1C[C@H](OCCC1)C(=O)O